B(O)(O)O.OC1=C(C2=CC=CC=C2C=C1)O.OC1=C(C2=CC=CC=C2C=C1)O Bis(2-hydroxy-1-naphthol) Borate